7-(isoxazol-3-yl)-2-methylpyrazolo[1,5-a]pyridine-5-carboxylic acid O1N=C(C=C1)C1=CC(=CC=2N1N=C(C2)C)C(=O)O